C(C1=CC=CC=C1)(=O)\N=C(\NCC1=C(C=CC(=C1)C#N)Cl)/S (Z)-N'-benzoyl-N-(2-chloro-5-cyanobenzyl)carbamimidothioic acid